N-Vinylphthalimid C(=C)N1C(C=2C(C1=O)=CC=CC2)=O